BrC1=CC=C(CN(C(=O)C2CN(C(C2)=O)CC)CCN(C)C)C=C1 N-(4-bromobenzyl)-N-(2-(dimethylamino)ethyl)-1-ethyl-5-oxopyrrolidine-3-carboxamide